C[N+](C)(CC1=C(C(=CC(=C1)CC)OC)OCCCCCCCCCC)[O-] N,N-dimethyl-1-(2-decyloxy-5-ethyl-3-methoxyphenyl)methylamine-N-oxide